COCCN(C=1N=C(C2=C(N1)C(=NC(=N2)N(CCOC)CCOC)N2CCCCC2)N2CC(N(CC2)C)=O)CCOC 4-(2,6-bis(bis(2-methoxyethyl)amino)-8-(piperidin-1-yl)pyrimido[5,4-d]pyrimidin-4-yl)-1-methylpiperazin-2-one